6-chloro-4-(4-fluoro-2-methylphenyl)pyridin-3-amine hydrochloride Cl.ClC1=CC(=C(C=N1)N)C1=C(C=C(C=C1)F)C